ClC=1C(N(C(=CC1OCC1=NC=C(C=C1F)F)C)C1=CC(=NC=C1Cl)N1N=C(C(=C1)C)C(C)(C)O)=O (S)-3,5'-Dichloro-4-((3,5-difluoropyridin-2-yl)methoxy)-2'-(3-(2-hydroxypropan-2-yl)-4-methyl-1H-pyrazol-1-yl)-6-methyl-2H-[1,4'-bipyridyl]-2-one